FS(C1=CC=C(OCCCC(=O)O)C=C1)(F)(F)(F)F 4-(4-(pentafluoro-λ6-sulfanyl)phenoxy)butanoic acid